2,2'-[diazene-1,2-diylbis(propane-2,2-diyl)]bis(1,3-dimethyl-4,5-dihydro-1H-imidazole-3-ium) N(=NC(C)(C)C=1N(CC[N+]1C)C)C(C)(C)C=1N(CC[N+]1C)C